C1(CCCC1)CC(CC)(O)C cyclopentyl-2-methyl-2-butanol